7-fluorobenzfurazan FC1=CC=CC2=NON=C21